6-oxo-2-phenyl-1,6-dihydropyrimidine-5-carboxylate O=C1C(=CN=C(N1)C1=CC=CC=C1)C(=O)[O-]